isopropyl 3-((3S,4S)-4-((R,E)-4-(but-3-en-1-yl)-2-((tert-butoxycarbonyl)imino)-4-ethyl-6-oxotetrahydropyrimidin-1(2H)-yl)chroman-3-yl)propanoate C(CC=C)[C@]1(N\C(\N(C(C1)=O)[C@H]1[C@@H](COC2=CC=CC=C12)CCC(=O)OC(C)C)=N/C(=O)OC(C)(C)C)CC